(2-((5-chloro-2-((3-cyclopropyl-4-(7-(dimethylamino)-2-azaspiro[3.5]nonan-2-yl)phenyl)amino)pyrimidin-4-yl)amino)phenyl)dimethylphosphine oxide ClC=1C(=NC(=NC1)NC1=CC(=C(C=C1)N1CC2(C1)CCC(CC2)N(C)C)C2CC2)NC2=C(C=CC=C2)P(C)(C)=O